Cl.CC12CC(CC(NC1)C2)(C)C 1,3,3-trimethyl-6-azabicyclo[3.2.1]octane hydrochloride